benzyl (1S,2S,4R)-rel-2-((tert-butoxycarbonyl) amino)-7-azabicyclo[2.2.1]heptane-7-carboxylate C(C)(C)(C)OC(=O)N[C@@H]1[C@@H]2CC[C@H](C1)N2C(=O)OCC2=CC=CC=C2 |o1:8,9,12|